C(C1=CC=CC=C1)OC1=C(C=C(C=C1)Br)C(C)=O 1-(2-(benzyloxy)-5-bromophenyl)ethan-1-one